FC=1C=C(C=CC1)N1[C@H]2[C@@H](CCC1)N(CC2)C2=NC=CC(=C2)N2CCCCC2 (3aR,7aR)-4-(3-fluorophenyl)-1-(4-(piperidin-1-yl)pyridin-2-yl)octahydro-1H-pyrrolo[3,2-b]pyridine